5-(3'-chloro-4'-methoxy-4-nitro-[1,1'-biphenyl]-2-yl)-2H-tetrazole ClC=1C=C(C=CC1OC)C1=C(C=C(C=C1)[N+](=O)[O-])C=1N=NNN1